(2-(4-cyanothiazolidin-3-yl)-2-oxoethyl)-quinoline-4-carboxamide C(#N)C1N(CSC1)C(CC1=NC2=CC=CC=C2C(=C1)C(=O)N)=O